CN(CCNCC1=NC2=C(C=CC=C2C=C1)NS(=O)(=O)C1=CC=C(C=C1)C(F)(F)F)C N-(2-(((2-(Dimethylamino)ethyl)amino)methyl)quinolin-8-yl)-4-(trifluoromethyl)benzenesulfonamide